C[C@@H]1COCCN1C1=C2C(=NC(=C1)N1CC3CCC(C1)O3)N(N=C2)C2=NNC=C2 3-(4-((R)-3-methylmorpholino)-1-(1H-pyrazol-3-yl)-1H-pyrazolo[3,4-b]pyridin-6-yl)-8-oxa-3-azabicyclo[3.2.1]octane